P(=O)(O)(O)CCC1=NC(=C2NC=NC2=N1)N [2-(phospho)ethyl]Adenine